BrC1=CC=2NC(N(C(C2S1)=O)C1=CN=CC2=CC=C(C=C12)F)=O 6-bromo-3-(6-fluoroisoquinolin-4-yl)thieno[3,2-d]pyrimidine-2,4(1H,3H)-dione